4-Bromo-2-(pyridazin-4-yl)thiazole BrC=1N=C(SC1)C1=CN=NC=C1